COC=1C=C(C=CC1OC)CCC(=O)C=1N(C=CC1)C 3-(3,4-dimethoxyphenyl)-1-(N-methyl-pyrrol-2-yl)propan-1-one